7-(5-((4-methylpiperazin-1-yl)methyl)-1H-pyrrolo[2,3-b]pyridin-3-yl)-[1,2,4]triazolo[1,5-a]pyridine CN1CCN(CC1)CC=1C=C2C(=NC1)NC=C2C2=CC=1N(C=C2)N=CN1